C1(CCCCC1)C[C@H](C(=O)N1CC2(CCCC2)[C@](CC1)(O)CN1C(C=C(C(=C1)C(=O)N1CCNCC1)C1=CC=CC=C1)=O)C 1-(((S)-7-((R)-3-Cyclohexyl-2-methylpropanoyl)-10-hydroxy-7-azaspiro[4.5]decan-10-yl)methyl)-4-phenyl-5-(piperazin-1-carbonyl)pyridin-2(1H)-on